[3-(4,4,5,5-tetramethyl-1,3,2-dioxaborolan-2-yl)phenyl]methanol CC1(OB(OC1(C)C)C=1C=C(C=CC1)CO)C